(sec-butyl)-2-chloro-5-((1-(2-fluoroethyl)-1H-pyrazol-4-yl)ethynyl)pyridin-4-amine C(C)(CC)C=1C(=NC=C(C1N)C#CC=1C=NN(C1)CCF)Cl